tert-butyl (4S)-4-[[2-(9H-fluoren-9-ylmethoxycarbonylamino)-2-methyl-propanoyl]amino]-5-oxo-5-[[2-oxo-2-[(3,4,5-trioctadecoxyphenyl)methoxy]ethyl]amino]pentanoate C1=CC=CC=2C3=CC=CC=C3C(C12)COC(=O)NC(C(=O)N[C@@H](CCC(=O)OC(C)(C)C)C(NCC(OCC1=CC(=C(C(=C1)OCCCCCCCCCCCCCCCCCC)OCCCCCCCCCCCCCCCCCC)OCCCCCCCCCCCCCCCCCC)=O)=O)(C)C